N-(3-Fluorobenzyl)-1-(1-(3-(thiophen-2-yl)naphthalen-1-yl)ethyl)piperidine-4-carboxamide FC=1C=C(CNC(=O)C2CCN(CC2)C(C)C2=CC(=CC3=CC=CC=C23)C=2SC=CC2)C=CC1